C(CCCCCC(C)(C)C)(=O)[O-].C(CCCCCC(C)(C)C)(=O)[O-].C(CCCCCCC)[Sn+2]CCCCCCCC dioctyl-tin dineodecanate